CCOCCC(=O)O [3-(2-ethoxy)]propionic acid